Sodium benzyl N-{2-[({[(1,2,3,5,6,7-hexahydro-s-indacen-4-yl)carbamoyl]-azanidyl}sulfonyl)(1-methyl-1H-pyrazol-4-yl)amino]ethyl}-N-methylcarbamate sodium salt [Na+].C1CCC2=C(C=3CCCC3C=C12)NC(=O)[N-]S(=O)(=O)N(CCN(C(OCC1=CC=CC=C1)=O)C)C=1C=NN(C1)C.[Na+].C(C1=CC=CC=C1)OC(N(CCN(S(=O)(=O)[N-]C(NC1=C2CCCC2=CC=2CCCC12)=O)C=1C=NN(C1)C)C)=O